2-(3-(methoxymethyl)-6-methylbenzo[e][1,2,4]triazin-8-yl)-4,5,6,7-Tetrahydrobenzo[d]thiazole COCC=1N=NC2=C(N1)C=C(C=C2C=2SC1=C(N2)CCCC1)C